N-(4-(benzo[d]thiazol-5-yloxy)-3-methylphenyl)-6-(piperazin-1-yl)pyrido[3,2-d]pyrimidin-4-amine S1C=NC2=C1C=CC(=C2)OC2=C(C=C(C=C2)NC=2C1=C(N=CN2)C=CC(=N1)N1CCNCC1)C